4-(3-(1H-imidazol-1-yl)-5-methylphenyl)-1-(4-(3,4-dichlorophenyl)-5-(isopropylsulfanyl)thiazol-2-yl)-3-methyl-1H-pyrazole-5-carboxylic acid N1(C=NC=C1)C=1C=C(C=C(C1)C)C=1C(=NN(C1C(=O)O)C=1SC(=C(N1)C1=CC(=C(C=C1)Cl)Cl)SC(C)C)C